C(C)N[C@@H](CC(N)=O)C(=O)[NH-] ethyl-asparaginyl-amid